tert-Butyl 4-(1-acetyl-6-bromo-1H-indol-2-yl)piperidine-1-carboxylate C(C)(=O)N1C(=CC2=CC=C(C=C12)Br)C1CCN(CC1)C(=O)OC(C)(C)C